NC=1C(NC(N(N1)C1=CC(=C(C(=C1)Cl)OC=1C=2C3(C(NC2C=CC1)=O)CCCCC3)Cl)=O)=O 6-Amino-2-(3,5-dichloro-4-[1H-spiro[cyclohexane-1,3'-indol]-2'-oneoxy]phenyl)-4H-1,2,4-triazine-3,5-dione